(((2-(dimethylamino) ethyl) thio) amino) hexanoate C(CCCCC)(=O)ONSCCN(C)C